ClC1=NC=C(C(=N1)OC1=NC=2C=CC3=C(C2N=C1)C1=C(S3)C(N[C@@H](CN1)C)=O)CN1CC3(CNC3)CC1=O (R)-3-((2-chloro-5-((7-oxo-2,6-diazaspiro[3.4]octan-6-yl)methyl)pyrimidin-4-yl)oxy)-10-methyl-9,10,11,12-tetrahydro-8H-[1,4]diazepino[5',6':4,5]thieno[3,2-f]quinoxalin-8-one